BrCC1=CC(=C2C(NC(C2=C1)=O)C1=C(C=CC(=C1)F)Cl)NC(C1=CC(=CC(=C1)C(F)(F)F)F)=O N-(6-(bromomethyl)-3-(2-chloro-5-fluorophenyl)-1-oxoisoindolin-4-yl)-3-fluoro-5-(trifluoromethyl)benzamide